1-(4-fluorobenzyl)-5-nitro-1H-indole-3-carbonitrile FC1=CC=C(CN2C=C(C3=CC(=CC=C23)[N+](=O)[O-])C#N)C=C1